Benzyl 5-((tert-butyldimethylsilyl)oxy)-2-(1,3-dioxoisoindolin-2-yl)-3,3-dimethylhexanoate [Si](C)(C)(C(C)(C)C)OC(CC(C(C(=O)OCC1=CC=CC=C1)N1C(C2=CC=CC=C2C1=O)=O)(C)C)C